C(C)SC1=NC(=CC(=C1C(=O)NCC1=CC(=CC=C1)F)C)N1CC(OCC1)C(F)(F)F 2-Ethylsulfanyl-N-[(3-fluorophenyl)-methyl]-4-methyl-6-[2-(trifluoromethyl)-morpholin-4-yl]-pyridine-3-carboxylic acid amide